C(C)(C)(C)OC(=O)N1CCC(CC1)[C@@H]1CCNC=2N1N=[14C](C2C#N)C2=CC=C(C=C2)OC2=CC=CC=C2 (S)-4-(3-cyano-2-(4-phenoxyphenyl)-4,5,6,7-tetrahydro[2-14C]Pyrazolo[1,5-a]Pyrimidine-7-yl)piperidine-1-carboxylic acid tert-butyl ester